FC(C1=CC=C(C=C1)C=1N=CN2C1C=CC=C2)(F)F 1-(4-(trifluoromethyl)phenyl)imidazo[1,5-a]pyridine